3-(4-cyanobenzylidene)-5-(2-fluorobenzylidene)-N-(4-acetamidobenzenesulfonyl)-4-piperidone C(#N)C1=CC=C(C=C2CN(CC(C2=O)=CC2=C(C=CC=C2)F)S(=O)(=O)C2=CC=C(C=C2)NC(C)=O)C=C1